N-((5-chloro-6-(pyridin-2-ylmethoxy)-1H-indol-2-yl)methyl)-1-methylcyclopropane-1-carboxamide ClC=1C=C2C=C(NC2=CC1OCC1=NC=CC=C1)CNC(=O)C1(CC1)C